N=1N(N=CC1)C1=C(C=C(C=N1)NC(C1=C(C=C(C(=C1)F)C=1C(=NC=CC1C#C)N)Cl)=O)C(F)(F)F N-(6-(2H-1,2,3-triazol-2-yl)-5-(trifluoromethyl)pyridin-3-yl)-4-(2-amino-4-ethynylpyridin-3-yl)-2-chloro-5-fluorobenzamide